C(=O)O.COC1=CC=2C3=C(C(=NC2C=C1OCCCN1CCCC1)NCCC#N)CCC3 3-({8-methoxy-7-[3-(pyrrolidin-1-yl)propoxy]-1H,2H,3H-cyclopenta[c]quinolin-4-yl}amino)propanenitrile formate